COC(C1=CC(=C(C=C1)CNC(CO)C=1C=NC=CC1)Br)=O 3-bromo-4-(((2-hydroxy-1-(pyridin-3-yl)ethyl)amino)methyl)benzoic acid methyl ester